C(C)N(C(CC1=NSC(=N1)NC(=O)C1=C(OC(=C1)C1=CC(=CC=C1)OC(F)F)C)C)CC N-(3-(2-(diethylamino)propyl)-1,2,4-thiadiazol-5-yl)-5-(3-(difluoromethoxy)phenyl)-2-methylfuran-3-carboxamide